OCCOC(C=C)=O β-Hydroxyethylacrylat